(2S,3R,5S)-4-[[3-(4-fluoro-2-methoxy-phenyl)-5-methyl-5-(trifluoromethyl)tetrahydrofuran-2-carbonyl]amino]pyridine-2-carboxamide FC1=CC(=C(C=C1)[C@@H]1[C@H](O[C@@](C1)(C(F)(F)F)C)C(=O)NC1=CC(=NC=C1)C(=O)N)OC